2-(3-Bromo-4-fluorophenoxy)-3-chloro-1-fluoro-4-methyl-5-nitrobenzene BrC=1C=C(OC2=C(C=C(C(=C2Cl)C)[N+](=O)[O-])F)C=CC1F